BrC=1C(=C(C=C(C1)F)S(=O)(=O)Cl)C bromo-5-fluoro-2-methylbenzenesulfonyl chloride